1-(4-bromo-2-fluorobenzyl)-2-chloro-1H-imidazole BrC1=CC(=C(CN2C(=NC=C2)Cl)C=C1)F